FC1(CCN(CC1)C1=NC(=CC(=N1)C(CC=1C(=C(C(=O)N)C=CC1I)N1CCC2(CC2)CC1)O)C)F (2-(2-(4,4-difluoropiperidin-1-yl)-6-methylpyrimidin-4-yl)-2-hydroxyethyl)-4-iodo-2-(6-azaspiro[2.5]octan-6-yl)benzamide